tert-butyl {6-[({[(1-methyl-1H-tetrazol-5-yl)(phenyl) methylene]amino}oxy)methyl]pyridin-2-yl}carbamate CN1N=NN=C1C(C1=CC=CC=C1)=NOCC1=CC=CC(=N1)NC(OC(C)(C)C)=O